2-amino-5-{7-methanesulfonamido-1-oxo-2-[(2S)-1,1,1-trifluoropropan-2-yl]-2,3-dihydro-1H-isoindol-5-yl}-N-[cis-4-hydroxy-4-methylcyclohexyl]pyrazolo[1,5-a]pyrimidine-3-carboxamide NC1=NN2C(N=C(C=C2)C=2C=C3CN(C(C3=C(C2)NS(=O)(=O)C)=O)[C@H](C(F)(F)F)C)=C1C(=O)NC1CCC(CC1)(C)O